C(C)(C)(C)[Si](OC=1C=C(C=CC1)CNC(=O)C1=CN=C2N1N=C(C=C2)N2[C@H](CCC2)C2=C(C=CC(=C2)F)SC)(C)C N-({3-[(tertbutyldimethylsilyl)oxy]phenyl}methyl)-6-[(2R)-2-[5-fluoro-2-(methylsulfanyl)phenyl]pyrrolidin-1-yl]imidazo[1,2-b]pyridazine-3-carboxamide